2,4,6-tris(trichloromethyl)s-triazine ClC(C1=NC(=NC(=N1)C(Cl)(Cl)Cl)C(Cl)(Cl)Cl)(Cl)Cl